FC=1C=C(C=C(C1)[N+](=O)[O-])C=1C(=NOC1C)C 4-(3-fluoro-5-nitrophenyl)-3,5-dimethylisoxazole